2-(2-Chloro-5-fluoropyrimidin-4-yl)-3-methyl-7-propan-2-ylthieno[3,2-c]pyridine ClC1=NC=C(C(=N1)C1=C(C=2C=NC=C(C2S1)C(C)C)C)F